(S)-7-fluoro-6-(6-fluoroquinazolin-2-yl)-2-(4-((6-oxo-5-(trifluoromethyl)-1,6-dihydropyridazin-4-yl)amino)pentyl)isoquinolin-1(2H)-one FC1=C(C=C2C=CN(C(C2=C1)=O)CCC[C@H](C)NC=1C=NNC(C1C(F)(F)F)=O)C1=NC2=CC=C(C=C2C=N1)F